ClC1=C(C=C(C=C1)C1=NN(C(=N1)CC(=O)NCC1=CC(=NC(=C1)C)C)CC)F 2-[3-(4-Chloro-3-fluorophenyl)-1-ethyl-1H-1,2,4-triazol-5-yl]-N-[(2,6-dimethylpyridin-4-yl)methyl]acetamid